1-(4,6-dichloro-3-pyridinyl)ethanone ClC1=C(C=NC(=C1)Cl)C(C)=O